BrC=1C=C(C=CC1)C1=C(N=C2C(=N1)OC1=C2C=CC=C1)C1=CC=2C3=CC=CC=C3C3=CC=CC=C3C2C=C1 3-(3-bromophenyl)-2-(triphenylen-2-yl)benzofuro[2,3-B]Pyrazine